C12CCC(CC1)N2C=2C=C(C(=O)O)C=CC2C(NS(=O)(=O)N2CCCC2)=O 3-(7-azabicyclo[2.2.1]heptan-7-yl)-4-((pyrrolidin-1-ylsulfonyl)carbamoyl)benzoic acid